COC1=C(CN(S(=O)(=O)C2=NC=CC(=C2)NC(=O)C=2C(=NC3=CC=C(C=C3C2C)F)N2CC(C(CC2)(F)F)C)CC2=C(C=C(C=C2)OC)OC)C=CC(=C1)OC N-(2-(N,N-bis(2,4-dimethoxybenzyl)sulfamoyl)pyridin-4-yl)-2-(4,4-difluoro-3-methylpiperidin-1-yl)-6-fluoro-4-methylquinoline-3-carboxamide